2-cyclopropyloxazole-5-carboxylic acid C1(CC1)C=1OC(=CN1)C(=O)O